(R)-4-((2-Hydroxyethyl)sulfonamido)-N-(2-(2-methylmorpholino)pyridin-4-yl)-2-(6-azaspiro[2.5]octan-6-yl)benzamide OCCS(=O)(=O)NC1=CC(=C(C(=O)NC2=CC(=NC=C2)N2C[C@H](OCC2)C)C=C1)N1CCC2(CC2)CC1